tert-Butyl(4-oxo-4-((4-(2,3,9-trimethyl-6H-thieno[3,2-f][1,2,4]triazolo[4,3-a][1,4]diazepin-4-yl)phenyl)amino)but-2-yn-1-yl)carbamate C(C)(C)(C)OC(NCC#CC(NC1=CC=C(C=C1)C1=NCC=2N(C3=C1C(=C(S3)C)C)C(=NN2)C)=O)=O